(E)-3-benzyl-5-(naphthalen-1-yl-(phenyl)methylene)oxazolidine-2,4-dione C(C1=CC=CC=C1)N1C(O/C(/C1=O)=C(\C1=CC=CC=C1)/C1=CC=CC2=CC=CC=C12)=O